2-[2-[[4-[(3-Hydroxy-7-morpholino-1,6-naphthyridin-5-yl)oxy]cyclohexyl]amino]pyrimidin-5-yl]oxy-N,N-dimethyl-acetamide OC=1C=NC2=CC(=NC(=C2C1)OC1CCC(CC1)NC1=NC=C(C=N1)OCC(=O)N(C)C)N1CCOCC1